2-cyano-2,3-diisobutylbutanedioic acid diisopropyl ester C(C)(C)OC(C(C(C(=O)OC(C)C)CC(C)C)(CC(C)C)C#N)=O